FC(C1=CC=C(C=N1)C1CC2(CN(C2)C(=O)N2CC3(C2)CC(C3)CC=3C=NC(=CC3)C(F)(F)F)C1)(F)F [6-[6-(trifluoromethyl)-3-pyridyl]-2-azaspiro[3.3]heptan-2-yl]-[6-[[6-(trifluoromethyl)-3-pyridyl]methyl]-2-azaspiro[3.3]heptan-2-yl]methanone